CC1=C2C(=CC=3C=4C=C(C=CC4N(C13)C)N1CCN(C3(CC3)C1)C(=O)OC(C)(C)C)C=NC=C2 tert-butyl 7-(5,6-dimethyl-6H-pyrido[4,3-b]carbazol-9-yl)-4,7-diazaspiro[2.5]octane-4-carboxylate